C(C)C1=C(N=C2N1C=C(C(=C2)OC)C(=O)O)C(C2=CC=CC=C2)(C2=CC=CC=C2)O 3-ethyl-2-(hydroxydiphenylmethyl)-7-methoxyimidazo[1,2-a]pyridine-6-carboxylic acid